(Z)-ethyl 6-(N'-hydroxycarbamimidoyl)-2-(4-methyl-5-oxo-1-phenyl-4,5-dihydro-1H-1,2,4-triazol-3-yl)nicotinate O\N=C(/N)\C1=NC(=C(C(=O)OCC)C=C1)C1=NN(C(N1C)=O)C1=CC=CC=C1